1-(4-(2-bromo-3-(methoxymethoxy)-6-methylpyridin-4-yl)-2-chlorophenyl)-3-(methyl-d3)-1,3-dihydro-2H-imidazol-2-one BrC1=NC(=CC(=C1OCOC)C1=CC(=C(C=C1)N1C(N(C=C1)C([2H])([2H])[2H])=O)Cl)C